3-[2-(trifluoromethyl)-4'-(trifluoromethoxy)benzhydryloxy]-N-(sec-butyl)azetidine-1-carboxamide FC(C1=C(C(C2=CC=C(C=C2)OC(F)(F)F)OC2CN(C2)C(=O)NC(C)CC)C=CC=C1)(F)F